(2S,4S)-4-fluoro-1-[2-[(3R)-3-[[8-(trifluoromethyl)-5-quinolinyl]amino]pyrrolidin-1-yl]acetyl]pyrrolidine-2-carbonitrile F[C@H]1C[C@H](N(C1)C(CN1C[C@@H](CC1)NC1=C2C=CC=NC2=C(C=C1)C(F)(F)F)=O)C#N